CN(CCCC(=O)O)C 4-(dimethylamino)-butanoic acid